bis[bis(3,5-dimethylphenyl)phosphino]-2,2'-bis[(S,S)-C-(N,N-dimethylamino)phenylmethyl]ferrocene CC=1C=C(C=C(C1)C)P(C1=CC(=CC(=C1)C)C)[C-]1C(=CC=C1)[C@@H](N(C)C)C1=CC=CC=C1.CN(C)[C@H](C=1[C-](C=CC1)P(C1=CC(=CC(=C1)C)C)C1=CC(=CC(=C1)C)C)C1=CC=CC=C1.[Fe+2]